3,5,7-Trihydroxy-2-(3,4,5-trihydroxyphenyl)-1-benzopyrylium chloride [Cl-].OC=1C(=[O+]C2=C(C1)C(=CC(=C2)O)O)C2=CC(=C(C(=C2)O)O)O